C(C)C1C(=CC=CC1(S(=O)(=O)C=1C=C(C=CC1)C1=CC=C(C=C1)CN1CSCC1)F)C1=CC=CC=C1 (ethyl)-3-fluoro-3-(4'-(thiazolidine-3-ylmethyl)biphenyl-3-ylsulfonyl)biphenyl